N,N,N-Trimethylhexadecan-1-aminium bromide [Br-].C[N+](CCCCCCCCCCCCCCCC)(C)C